diperoxylphthalic acid O(O)C=1C(=C(C(C(=O)O)=CC1)C(=O)O)OO